C(C)OC(=O)N1CC2(C1)C[C@@H](CC2)N2CCN(CC2)C(=O)OCC2=CC=CC=C2.CC2=C(N)C=CC(=C2)S(F)(F)(F)(F)F 2-methyl-4-(pentafluorosulfanyl)aniline ethyl-(6R)-6-(4-benzyloxycarbonylpiperazin-1-yl)-2-azaspiro[3.4]octane-2-carboxylate